FC(C=1C(=C(C=C(C1)NC(=O)OC(C)C)[C@@H](C)NC=1C2=C(N=C(N1)C)C=NC(=C2)N2CC1N(C(C2)C1)C(=O)[O-])F)F 3-(4-(((R)-1-(3-(difluoromethyl)-2-fluoro-5-((isopropoxycarbonyl)amino)phenyl)ethyl)amino)-2-Methylpyrido[3,4-d]pyrimidin-6-yl)-3,6-diazabicyclo[3.1.1]heptane-6-carboxylate